(1R)-1-[4-(6-chloropyridazin-3-yl)morpholin-2-yl]ethanol ClC1=CC=C(N=N1)N1CC(OCC1)[C@@H](C)O